OC(COC1=CC=C(C=C1)C1=NC=CC(=N1)COC1=C(C=CC=C1)CCC(=O)O)CO 3-[2-({2-[4-(2,3-dihydroxypropoxy)phenyl]pyrimidin-4-yl}methoxy)phenyl]propanoic acid